C(C)(=O)N1CCN(CC1)C1=CC=C(C=C1)N1C(C2=CC=CC=C2C(C1C1=CC2=C(OCCO2)C=C1)C(=O)O)=O 2-[4-(4-acetylpiperazin-1-yl)phenyl]-3-(2,3-dihydro-1,4-benzodioxin-6-yl)-1-oxo-1,2,3,4-tetrahydroisoquinoline-4-carboxylic acid